P(=O)(OC(CCCCCCCCCCCCCCCCC)=O)(OC(CCCCCCCCCCCCCCCCC)=O)OCC1=CC(=C(C(=C1)C(C)(C)C)O)C(C)(C)C bis-stearoyl 3,5-di-tert-butyl-4-hydroxybenzyl phosphate